2-((3-(2-(1-isopropyl-3-(4-(trifluoromethyl)phenyl)-1H-pyrazol-5-yl)ethyl)-5-methylbenzo[d]isoxazol-6-yl)oxy)-2-methylpropan-1-ol C(C)(C)N1N=C(C=C1CCC1=NOC2=C1C=C(C(=C2)OC(CO)(C)C)C)C2=CC=C(C=C2)C(F)(F)F